1-(naphthalen-1-yl)cyclohexane-1,4-diamine C1(=CC=CC2=CC=CC=C12)C1(CCC(CC1)N)N